C(#N)C1=CC=C(C=C1)NC(=O)C=1SC=CC1 N-(4-cyanophenyl)thiophene-2-carboxamide